2-oxo-3,4-dihydro-1H-quinoline-3-carboxylic acid methyl ester COC(=O)C1C(NC2=CC=CC=C2C1)=O